4,4'-dihydroxybiphenyl tert-Butyl-5-(6-chloropyridazin-3-yl)-3,4-dihydropyridine-1(2H)-carboxylate C(C)(C)(C)OC(=O)N1CCCC(=C1)C=1N=NC(=CC1)Cl.OC1=CC=C(C=C1)C1=CC=C(C=C1)O